chloro-3,3,3-trifluoropropene ClC=CC(F)(F)F